C1(=CC=CC=C1)C1(C2=CC=CC=C2C=2C=CC=CC12)C1=CC=C(C=C1)N(C1=CC=C2C=CC=3C(=CC=C4C=CC1=C2C34)N(C3=CC=CC=C3)C3=CC=C(C=C3)C3(C4=CC=CC=C4C=4C=CC=CC34)C3=CC=CC=C3)C3=CC=CC=C3 N,N'-bis[4-(9-phenyl-9H-fluoren-9-yl)phenyl]-N,N'-diphenylpyrene-1,6-diamine